N-(4-((2-(1,1-difluoroethyl)-6-methylpyrimidin-4-yl)amino)-5-(5,6-dihydro-8H-[1,2,4]triazolo[5,1-c][1,4]oxazin-2-yl)pyridin-2-yl)acetamide N-Acetylglutamate C(C)(=O)N[C@@H](CCC(=O)O)C(=O)O.FC(C)(F)C1=NC(=CC(=N1)NC1=CC(=NC=C1C1=NN2C(COCC2)=N1)NC(C)=O)C